C(C(C)C)C1=C(N=C(S1)N)C1=CC2=CC=CC=C2C=C1 5-isobutyl-4-(naphthalen-2-yl)thiazol-2-amine